N1C=C(C=2C1=NC=CC2)C=2SC=C(N2)C=2C=C(C=CC2)[C@]2(C(N(CC2)C)=O)O (R,S)-3-(3-(2-(1H-pyrrolo[2,3-b]pyridin-3-yl)thiazol-4-yl)phenyl)-3-hydroxy-1-methylpyrrolidin-2-one